N-(4-((4-chloro-5-(trifluoromethyl)pyrimidin-2-yl)amino)-3-methoxyphenyl)-4-oxoadamantane-1-carboxamide ClC1=NC(=NC=C1C(F)(F)F)NC1=C(C=C(C=C1)NC(=O)C12CC3C(C(CC(C1)C3)C2)=O)OC